COC(CC(C(C)=O)C(=O)C1CC1)=O 3-(cyclopropylcarbonyl)-4-oxopentanoic acid methyl ester